8-(3-hydroxy-3-naphthoyl)aminocaprylic acid OC1(CC=C2C=CC=CC2=C1)C(=O)NCCCCCCCC(=O)O